4-amino-N-(2,6-dioxopiperidin-3-yl)benzenesulfonamide NC1=CC=C(C=C1)S(=O)(=O)NC1C(NC(CC1)=O)=O